(E)-2-(4-fluorophenylmethylene)-6-hydroxy-2,3-dihydro-1H-inden-1-one FC1=CC=C(C=C1)\C=C/1\C(C2=CC(=CC=C2C1)O)=O